C(C)(C)(C)OC(=O)N1OCC[C@H]1C=1C=NC=C(C1)Cl (3S)-3-(5-chloropyridin-3-yl)-1,2-oxazolidine-2-carboxylic acid tert-butyl ester